(2S,5R)-4-(1-(3-methoxyquinoxalin-6-yl)ethyl)-2,5-dimethylpiperazine COC=1C=NC2=CC=C(C=C2N1)C(C)N1C[C@@H](NC[C@H]1C)C